N-(4-(6-(((2-(bicyclo[2.2.1]hept-5-en-2-ylmethyl)-2-azaspiro[3.3]heptan-6-yl)methyl)amino)pyridazin-3-yl)phenyl)acetamide C12C(CC(C=C1)C2)CN2CC1(C2)CC(C1)CNC1=CC=C(N=N1)C1=CC=C(C=C1)NC(C)=O